C(C)(C)(C)OC(=O)N[C@H]1CSC2=C(NC1=O)C=C(C=C2)C2=NN=C(O2)[C@@](C(F)(F)F)(C)NC(OC(C)(C)C)=O tert-butyl N-[(1R)-1-[5-[(3R)-3-(tert-butoxycarbonylamino)-4-oxo-3,5-dihydro-2H-1,5-benzothiazepin-7-yl]-1,3,4-oxadiazol-2-yl]-2,2,2-trifluoro-1-methyl-ethyl]carbamate